C(C)C(CN1C(=C(C(C=C1)=O)OCC1=CC=C(C=C1)O)CC)CCCC N-(2-ethylhexyl)-2-ethyl-3-(4-hydroxybenzyloxy)-pyridin-4-one